4-((2S,6R)-4-acryloyl-2,6-dimethylpiperazin-1-yl)-7-(2-fluoro-5-methylphenyl)-1-(2-isopropyl-4-methylpyridin-3-yl)-2-oxo-1,2-dihydropyrido[2,3-d]pyrimidine-6-carbonitrile C(C=C)(=O)N1C[C@@H](N([C@@H](C1)C)C=1C2=C(N(C(N1)=O)C=1C(=NC=CC1C)C(C)C)N=C(C(=C2)C#N)C2=C(C=CC(=C2)C)F)C